(S)-N-((R)-1-(2,4-difluorophenyl)ethyl)-2-(1,1-dioxido-3-oxo-3,4-dihydro-2H-benzo[e][1,2,4]thiadiazin-2-yl)-3-phenylpropanamide FC1=C(C=CC(=C1)F)[C@@H](C)NC([C@H](CC1=CC=CC=C1)N1S(C2=C(NC1=O)C=CC=C2)(=O)=O)=O